ClC1=NC(=CC(=C1)C=1C(=NN2C1N=C(C=C2)NCC2(CC2)O)C=2C=C(C#N)C=CC2)C 3-[3-(2-chloro-6-methyl-4-pyridinyl)-5-[(1-hydroxycyclopropyl)methylamino]pyrazolo[1,5-a]pyrimidin-2-yl]benzonitrile